C[C@]1(C[C@]2(CN(C(O2)=O)C2=CC(=NO2)C(C)C)CCC1)CN1C=NC2=C1C=C(C=C2)C#N 1-({(5s,7s)-7-methyl-3-[3-(1-methylethyl)-5-isoxazolyl]-2-oxo-1-oxa-3-azaspiro[4.5]decan-7-yl}methyl)-1H-benzimidazole-6-carbonitrile